NCC1=NNC(C2=CC=C(C=C12)C1(CC1)C(=O)N(C1CCCC=2C=CC=NC12)CC1=NC=C(C=C1)C=1C(=NNC1C)C)=O 1-(4-(aminomethyl)-1-oxo-1,2-dihydro-phthalazin-6-yl)-N-((5-(3,5-dimethyl-1H-pyrazol-4-yl)pyridin-2-yl)methyl)-N-(5,6,7,8-tetrahydroquinolin-8-yl)cyclopropane-1-carboxamide